C(C)(C)(C)C(CCCCC)C(C)(C)C di-tert-butyl-n-hexane